BrC1=CC=CC(=N1)C1=CN=C2N1N=C(C(=C2)OC)C(C(F)(F)F)(C)O 2-(3-(6-bromopyridin-2-yl)-7-methoxyimidazo[1,2-b]pyridazin-6-yl)-1,1,1-trifluoropropan-2-ol